CCC(CO)O 3-methyl-propylene glycol